COCC(=O)N1[C@H]([C@H](CCC1)NS(=O)(=O)C)CO[C@@H]1CC[C@@H](CC1)C1=CC=CC=C1 N-(cis-1-(methoxyacetyl)-2-(((cis-4-phenylcyclohexyl)oxy)methyl)-piperidin-3-yl)methanesulfonamide